NC=1C2=C(N=CN1)C(=C(N2C2=C(C=C(C(=C2)F)OC2=NC=CC(=N2)C)C)C2=CC=C(C=C2)NC(C=C)=O)C N-[4-(4-amino-5-{5-fluoro-2-methyl-4-[(4-methylpyrimidin-2-yl)oxy]phenyl}-7-methylpyrrolo[3,2-d]pyrimidin-6-yl)phenyl]acrylamide